4-((1-cyanopiperidin-4-yl)amino)-5-fluoro-2,3-dimethyl-1H-indole-7-carboxamide C(#N)N1CCC(CC1)NC1=C2C(=C(NC2=C(C=C1F)C(=O)N)C)C